ClC1=CC(=CC2=C1N(C(N2C=2SC(=NN2)C(F)F)=O)CC)S(=O)(=O)F 7-chloro-3-[5-(difluoromethyl)-1,3,4-thiadiazol-2-yl]-1-ethyl-2-oxo-benzimidazole-5-sulfonyl fluoride